4-[8-(3,3-difluorocyclobutyl)-3,8-diazabicyclo[3.2.1]oct-3-yl]-6-(1-methylpyrazol-4-yl)pyrrolo[1,2-b]pyridazine FC1(CC(C1)N1C2CN(CC1CC2)C=2C=1N(N=CC2)C=C(C1)C=1C=NN(C1)C)F